CNC=1N=CC2=C(N1)NC=C2C=2C=CC1=C(N(N=N1)C)C2 N-methyl-5-(1-methyl-1H-benzo[d][1,2,3]triazol-6-yl)-7H-pyrrolo[2,3-d]pyrimidin-2-amine